CC1NCCC(C1)(O)C 2,4-dimethyl-piperidin-4-ol